[Si]([O-])([O-])([O-])[O-].[Zn+2].[Zn+2] zinc(II) silicate